11-(2,2-dimethylpropyl)-3-(methoxymethyl)-2,2-dioxo-9-oxa-2λ6-thia-3,5,12,19-tetrazatricyclo[12.3.1.14,8]nonadeca-1(18),4(19),5,7,14,16-hexaen-13-one CC(CC1COC2=CC=NC(N(S(C=3C=CC=C(C(N1)=O)C3)(=O)=O)COC)=N2)(C)C